methyl 7-((2S,5R)-4-(1-(4-fluoro-2-(trifluoromethyl) phenyl) ethyl)-2,5-dimethylpiperazin-1-yl)-4-methyl-5-oxo-4,5-dihydrothiazolo[5,4-b]pyridine-2-carboxylate FC1=CC(=C(C=C1)C(C)N1C[C@@H](N(C[C@H]1C)C=1C2=C(N(C(C1)=O)C)SC(=N2)C(=O)OC)C)C(F)(F)F